ClC1=C(C=C(C=C1N)C)NCC1=C(C=CC=C1)C(F)(F)F 2-chloro-5-methyl-N1-(2-(trifluoromethyl)benzyl)benzene-1,3-diamine